C(CCCCCCCCCCCCCCCCCCCCCCC)[SiH]1O[SiH2]O[SiH2]O[SiH2]O[SiH2]O[SiH2]O[SiH2]O[SiH2]O[SiH2]O[SiH2]O[SiH2]O[SiH2]O1 tetracosyl-cyclododecasiloxane